ClC=1C=C2C(C(=CN(C2=CC1N1[C@@](CCC1)(C)COC1=NC=CC=C1Cl)C=1C=NC(=CC1)N1CC(C1)N(C)C)C(=O)O)=O (R)-6-chloro-7-(2-(((3-chloropyridin-2-yl)oxy)methyl)-2-methylpyrrolidin-1-yl)-1-(6-(3-(dimethylamino)azetidin-1-yl)pyridin-3-yl)-4-oxo-1,4-dihydroquinoline-3-carboxylic acid